ethyl bromoisobutyrate BrC(C(=O)OCC)(C)C